3-(ethoxymethylphosphono)methyl-2-oxobutanedioic acid C(C)OCOP(=O)(O)CC(C(C(=O)O)=O)C(=O)O